(S)-3-amino-N-(1-(3,4-dichlorophenyl)-2-(dimethylamino)ethyl)-4-(trifluoromethoxy)benzenesulfonamide NC=1C=C(C=CC1OC(F)(F)F)S(=O)(=O)N[C@H](CN(C)C)C1=CC(=C(C=C1)Cl)Cl